C(CCC)C(C)OP(=O)(OC(C)CCCC)OC(C)CCCC.C(C)(C)N1CCN(CC1)C1=C(N)C=CC=C1 2-(4-isopropylpiperazin-1-yl)aniline tri(butylethyl)phosphate